COC([C@H](CC1=CC=C(C=C1)N1C(N(C2=C1C=C(C=C2)Cl)C2CC2)=O)NC(C2=C(C=CC=C2Cl)Cl)=O)=O (S)-3-(4-(6-chloro-3-cyclopropyl-2-oxo-2,3-dihydro-1H-benzo[d]imidazol-1-yl)phenyl)-2-(2,6-dichlorobenzoylamino)propionic acid methyl ester